CN(C1=CC=C(C=C1)N1C(NNC1=O)=O)C 4-[4-(dimethylamino)phenyl]-1,2,4-triazolidine-3,5-dione